N-(4-nitrophenyl)acetamide 1-methylcyclopropyl-(2R,5S)-4-(7-(3-chlorophenyl)-5-cyclopropyl-7H-pyrrolo[2,3-d]pyrimidin-4-yl)-2,5-dimethylpiperazine-1-carboxylate CC1(CC1)OC(=O)N1[C@@H](CN([C@H](C1)C)C=1C2=C(N=CN1)N(C=C2C2CC2)C2=CC(=CC=C2)Cl)C.[N+](=O)([O-])C2=CC=C(C=C2)NC(C)=O